N1C=NC(=C1)CCNC(C1=CC=C(C(=O)NCCC=2N=CNC2)C=C1)=O N,N'-bis[2-(1H-imidazol-4-yl)ethyl]-terephthalamide